(S)-tert-butyl (6,7-dihydro-5H-pyrazolo[5,1-b][1,3]oxazin-6-yl)carbamate N1=CC=C2OC[C@H](CN21)NC(OC(C)(C)C)=O